methyl 4-((4-methoxybenzyl)amino)-6-methylpyrimidine-5-carboxylate COC1=CC=C(CNC2=NC=NC(=C2C(=O)OC)C)C=C1